ClC1=C2C(=NC=C1C=1C=C(C=CC1)N1C(CN(CC1)C(=O)OC1CCNCC1)=O)NC=C2C2CC2 piperidin-4-yl 4-(3-(4-chloro-3-cyclopropyl-1H-pyrrolo[2,3-b]pyridin-5-yl)phenyl)-3-oxopiperazine-1-carboxylate